dodecyl-octadecyl-dimethyl-(ethylbenzyl)ammonium chloride [Cl-].C(CCCCCCCCCCC)C[N+](C(C1=CC=CC=C1)CC)(C)CCCCCCCCCCCCCCCCCC